Tetrahydrofuran-2-ylmethyl (2-{2-chloro-4-fluoro-5-[3-methyl-2,6-dioxo-4-(trifluoromethyl)-3,6-dihydropyrimidin-1(2H)-yl]phenoxy}phenoxy)acetate ClC1=C(OC2=C(OCC(=O)OCC3OCCC3)C=CC=C2)C=C(C(=C1)F)N1C(N(C(=CC1=O)C(F)(F)F)C)=O